O[C@@H]1[C@H](CCC1)NC1=NC=C2N=C(N(C2=N1)C1CCC(CC1)C(=O)N)NC1=C(C=C(C=C1F)F)F (1R,4s)-4-(2-((1S,2S)-2-hydroxycyclopentylamino)-8-(2,4,6-trifluorophenylamino)-9H-purin-9-yl)cyclohexanecarboxamide